(R)-N-(6-phenoxypyridin-3-yl)-6-(piperidin-3-yl)pyrido[3,2-d]pyrimidin-4-amine O(C1=CC=CC=C1)C1=CC=C(C=N1)NC=1C2=C(N=CN1)C=CC(=N2)[C@H]2CNCCC2